C(CC)OC1=CC=C(OC(=O)NC=2C=CC3=C(C(=CS3)C3CCN4CCCCC4CC3)C2)C=C1 5-(4-propoxyphenoxy)carbonylamino-3-(1-azabicyclo[5.4.0]undecan-4-yl)-benzothiophene